OC(CCO)(CC)C 3-Hydroxy-3-methylpentan-1-ol